bis(2-hexyloctyl) 9-oxoheptadecanedioate O=C(CCCCCCCC(=O)OCC(CCCCCC)CCCCCC)CCCCCCCC(=O)OCC(CCCCCC)CCCCCC